N[C@H](CC1=CC=2N=CN=C(C2S1)NCC1=CC=NC=C1)C 6-[(2S)-2-aminopropyl]-N-[(pyridin-4-yl)methyl]thieno[3,2-d]pyrimidin-4-amine